C(C)C1=CC=C(C=C1)N1C=NC(=C1)C=1C=C2C(=CNC2=CC1)NS(=O)(=O)C1CCC1 N-(5-(1-(4-ethylphenyl)-1H-imidazol-4-yl)-1H-indol-3-yl)cyclobutanesulfonamide